1-((1H-pyrazol-4-yl)methyl)-N-(6-chloro-4-methoxypyridin-3-yl)-3-(2-isopropylphenyl)azetidine-3-carboxamide N1N=CC(=C1)CN1CC(C1)(C(=O)NC=1C=NC(=CC1OC)Cl)C1=C(C=CC=C1)C(C)C